Sodium [imino(pyridin-3-yl)methyl](phenyl)azanide N=C(C=1C=NC=CC1)[N-]C1=CC=CC=C1.[Na+]